CN1N=CC(=C(C1=O)C)S(=O)(=O)Cl 1,5-dimethyl-6-oxo-1,6-dihydropyridazine-4-sulfonyl chloride